N-(cis-1-(methylsulfonyl)-2-(((cis-4-phenylcyclohexyl)oxy)methyl)-piperidin-3-yl)methanesulfonamide CS(=O)(=O)N1[C@H]([C@H](CCC1)NS(=O)(=O)C)CO[C@@H]1CC[C@@H](CC1)C1=CC=CC=C1